N-[3-Chloro-4-(4-piperidylcarbamoyl)phenyl]-5-(2,3-difluoro-4-methoxyphenyl)-1-methylimidazol-2-carboxamid ClC=1C=C(C=CC1C(NC1CCNCC1)=O)NC(=O)C=1N(C(=CN1)C1=C(C(=C(C=C1)OC)F)F)C